CN1C(CNCC=C1)=O 1-methyl-2-oxo-1,2,3,4-tetrahydro-[1,4]diazepin